NCCOP(O)(=O)OC[C@@H](COC(CCCCCCCCCCCCCCC)=O)OC(CCCCCCC\C=C/C\C=C/CCCCC)=O (2-amino-ethoxy)[(2R)-3-(hexadecanoyloxy)-2-[(9Z,12Z)-octadeca-9,12-dienoyloxy]propoxy]phosphinic acid